N=1C=CN2N=C(C=CC21)C2=CNC=1N=C(N=CC12)NC1CC2(C1)CCN(CC2)C(C)=O 1-(2-((5-(imidazo[1,2-b]pyridazin-6-yl)-7H-pyrrolo[2,3-d]pyrimidin-2-yl)amino)-7-azaspiro[3.5]nonan-7-yl)ethan-1-one